C(N)(=O)C1=NN(C2=CC=C(C=C12)C(=O)OC)CC(=O)N(C(C)C)CC(=O)NCC1=C(C(=CC=C1)Cl)F Methyl 3-carbamoyl-1-(2-((2-((3-chloro-2-fluorobenzyl) amino)-2-oxoethyl) (isopropyl) amino)-2-oxoethyl)-1H-indazole-5-carboxylate